4-(2-(6-amino-5-methylbenzothiazol-2-yl)vinyl)-2-bromophenylcarbamate NC1=CC2=C(N=C(S2)C=CC2=CC(=C(C=C2)NC([O-])=O)Br)C=C1C